methyl-(4-chlorophenyl)ethylene CC(=C)C1=CC=C(C=C1)Cl